O=S1(C2=C(OC3(CN1)CCOCC3)N=C(C=C2)OCCC2CCN(CC2)C(=O)OC(C)(C)C)=O tert-Butyl 4-(2-((1',1'-dioxido-2,2',3,3',5,6-hexahydrospiro[pyran-4,4'-pyrido[2,3-b][1,4,5]oxathiazepin]-7'-yl)oxy)ethyl)piperidine-1-carboxylate